4-Bromo-2-(2,6-dioxopiperidin-3-yl)-5-((4-(6-(6-((R)-2-(3-fluorophenyl)pyrrolidine-1-yl)imidazo[1,2-b]pyridazin-3-yl)pyridin-2-yl)piperazin-1-yl)methyl)isoindoline-1,3-dione BrC1=C2C(N(C(C2=CC=C1CN1CCN(CC1)C1=NC(=CC=C1)C1=CN=C2N1N=C(C=C2)N2[C@H](CCC2)C2=CC(=CC=C2)F)=O)C2C(NC(CC2)=O)=O)=O